N1=CC=C(C2=CC=CC=C12)C(C)=O 1-(quinolin-4-yl)ethan-1-one